2-(3',5'-bis(α,α-dimethyl-benzyl)-2'-hydroxyphenyl)benzotriazole CC(C1=CC=CC=C1)(C)C=1C(=C(C=C(C1)C(C1=CC=CC=C1)(C)C)N1N=C2C(=N1)C=CC=C2)O